2-amino-2-(2-fluoro-3-(trifluoromethoxy)phenyl)acetonitrile NC(C#N)C1=C(C(=CC=C1)OC(F)(F)F)F